N-(8-(3-chloro-2-fluorophenyl)-7-fluoro-4-morpholinoquinolin-3-yl)-2-methylquinoline-4-carboxamide ClC=1C(=C(C=CC1)C=1C(=CC=C2C(=C(C=NC12)NC(=O)C1=CC(=NC2=CC=CC=C12)C)N1CCOCC1)F)F